Tert-butyl-N-{3-[(3-oxo-1-phenyl-2,6,9,12-tetraoxatetradec-14-yl)oxy]benzoyl}glycine C(C)(C)(C)N(CC(=O)O)C(C1=CC(=CC=C1)OCCOCCOCCOCCC(OCC1=CC=CC=C1)=O)=O